(((2R,3S,5R)-5-(2-amino-6-mercapto-9H-purin-9-yl)-3-hydroxytetrahydrofuran-2-ylmethoxy)(phenoxy)phosphoryl)-L-alanine NC1=NC(=C2N=CN(C2=N1)[C@H]1C[C@@H]([C@H](O1)COP(=O)(OC1=CC=CC=C1)N[C@@H](C)C(=O)O)O)S